ClC1=C(C(=CC=C1)Cl)N1CC(C1)C1=CC(=C(CN2CC(C2)(O)CC)C(=C1)C)C 1-(4-(1-(2,6-dichlorophenyl)azetidin-3-yl)-2,6-dimethylbenzyl)-3-ethylazetidin-3-ol